[O-2].[O-2].[Eu+3].[K+].[Rb+] rubidium-potassium europium dioxide